N1=CN=C(C=C1)C=1C=CC2=C(NC(=N2)C2=CC(=CN2)C(=O)C2=C(C=CC=C2)C(F)(F)F)C1 (5-(6-(pyrimidin-4-yl)-1H-benzo[d]imidazol-2-yl)-1H-pyrrol-3-yl)(2-(trifluoromethyl)phenyl)methanone